N1=NCN(C=C1)N [1,2,4]Triazin-4-amine